4-butyldodecyl acrylate C(C=C)(=O)OCCCC(CCCCCCCC)CCCC